N[C@@H](C)C(=O)N[C@@H](CCCNC(N)=N)C(=O)O alanyl-L-arginine